3-[2-(4-chloro-3-fluorophenoxy)acetamido]-N-[(pyridazin-3-yl)methyl]bicyclo[1.1.1]pentane-1-carboxamide ClC1=C(C=C(OCC(=O)NC23CC(C2)(C3)C(=O)NCC=3N=NC=CC3)C=C1)F